FC=1C=C(C=C(C1)F)[C@@H]1CC=NN1C(=O)N1CC(C1)OC1=CC(=NC=C1F)N1N=C(C(=C1C)CC(=O)NCCO)C (S)-2-(1-(4-((1-(5-(3,5-difluorophenyl)-4,5-dihydro-1H-pyrazole-1-carbonyl)azetidin-3-yl)oxy)-5-fluoropyridin-2-yl)-3,5-dimethyl-1H-pyrazol-4-yl)-N-(2-hydroxyethyl)acetamide